(2S,4S)-4-fluoro-N-((3',5,5'-tris(trifluoromethyl)-[1,1'-biphenyl]-3-yl)methyl)pyrrolidine-2-carboxamide F[C@H]1C[C@H](NC1)C(=O)NCC=1C=C(C=C(C1)C(F)(F)F)C1=CC(=CC(=C1)C(F)(F)F)C(F)(F)F